FC1=CC=C(C=CC(=O)Cl)C=C1 p-fluorocinnamoyl chloride